CC1=CC2=C(C3=CC=CC=C3C(=C2C=C1)OCCCC)OCCCC 2-methyl-9,10-di-n-butoxyanthracene